N-(3-Cyano-4-fluorophenyl)-4-hydroxy-2,3,4,5,8,9-hexahydropyrido[4',3':3,4]-pyrazolo[5,1-b][1,3]thiazepine-10(11H)-carboxamide 1,1-dioxide C(#N)C=1C=C(C=CC1F)NC(=O)N1CC=2C(=NN3C2S(CCC(C3)O)(=O)=O)CC1